O[C@@H](CCC)C1=CC(=C(C=N1)C=1C(N(C2=CC(=NC=C2C1)NC(=O)C1CC1)CCOC)=O)C (S)-N-(3-(6-(1-hydroxybutyl)-4-methylpyridin-3-yl)-1-(2-methoxyethyl)-2-oxo-1,2-dihydro-1,6-naphthyridin-7-yl)cyclopropanecarboxamide